(R)-6-(5-(difluoromethoxy)pyridin-2-yl)-N-(1-(4-fluorophenyl)ethyl)-1-(2-morpholinoethyl)-2-oxo-1,2-dihydro-1,8-naphthyridine-3-carboxamide FC(OC=1C=CC(=NC1)C=1C=C2C=C(C(N(C2=NC1)CCN1CCOCC1)=O)C(=O)N[C@H](C)C1=CC=C(C=C1)F)F